C(C)N1[C@@H](CCC1)CN (S)-1-ethyl-2-aminomethylpyrrolidine